C=CCCCC hexaene